CC1=C(C=C(C=2N(C(=NC21)N)[C@@H](C)CCCCNC(=O)OC(C)(C)C)C(=O)OCC=2NC1=C(C=CC=C1C2)OCC2=CC=CC=C2)Br (7-Phenylmethyloxy-1H-indol-2-yl)methanol methyl-(S)-2-amino-5-bromo-1-(6-((tert-butoxycarbonyl)amino)hexan-2-yl)-1H-benzo[d]imidazole-7-carboxylate